O1C(COC2=C1C=CC=C2)C(=O)N 2,3-dihydro-1,4-benzodioxin-2-carboxamide